P(=O)(O)(O)OC[C@@H]1[C@H](C[C@@H](O1)N1C=NC=2C(=O)NC(N)=NC12)O 2'-Deoxyguanosine-5'-monophosphate